C1(CC1)C=1OC2=C(C1)C(=CC=C2OC)C=2C=C1COC(C1=CC2)=O 5-(2-cyclopropyl-7-methoxybenzofuran-4-yl)isobenzofuran-1(3H)-one